BrC=1C=CC(=C(C#N)C1)N1N=CC(=C1)CC1=CC=C(C=C1)S(=O)(=O)C 5-bromo-2-(4-(4-(methylsulfonyl)benzyl)-1H-pyrazol-1-yl)benzonitrile